BrC1=C(C=CC(=C1)F)SCC(OC)OC 2-bromo-1-[(2,2-dimethoxyethyl)sulfanyl]-4-fluorobenzene